C(C)(=O)[C@H]1CC[C@H]2[C@@H]3CC[C@@H]4C[C@@H](CC[C@@]4([C@H]3CC[C@]12C)C)OC(=O)C1NC(CCC1)=O.FC1=C(C(=O)NNS(=O)(=O)C2=CC=C(C=C2)C)C(=CC=C1)F 2,6-difluoro-N'-(p-tolylsulfonyl)benzohydrazide (3R,5R,8R,9S,10S,13S,14S,17S)-17-Acetyl-10,13-dimethylhexadecahydro-1H-cyclopenta[a]phenanthren-3-yl-6-oxopiperidine-2-carboxylate